N-(5-(2,2-dimethyl-2,3-dihydro-[1,4]dioxino[2,3-b]pyridin-6-yl)-4-((4-methyl-6'-(methylsulfonyl)-[3,4'-bipyridin]-2'-yl)amino)pyridin-2-yl)acetamide CC1(OC=2C(=NC(=CC2)C=2C(=CC(=NC2)NC(C)=O)NC2=NC(=CC(=C2)C=2C=NC=CC2C)S(=O)(=O)C)OC1)C